N[C@@H](C)C=1N(C(C2=C(C=CC=C2C1)Cl)=O)C1=CC=CC=C1 3-[(1S)-1-aminoethyl]-8-chloro-2-phenyl-1,2-dihydroisoquinolin-1-one